(S)-5-(4-(3-Cyclopropylmorpholinyl)-2-(1-(2-hydroxy-2-methylpropyl)-1H-pyrazol-4-yl)quinazolin-6-yl)-1,3-dimethylpyridin-2(1H)-one C1(CC1)[C@@H]1N(CCOC1)C1=NC(=NC2=CC=C(C=C12)C=1C=C(C(N(C1)C)=O)C)C=1C=NN(C1)CC(C)(C)O